ClC1=C(C(=CC=C1F)Cl)[C@@H](C)OC=1C(=NC=C(C1)C=1C=NN(C1)C1CCNCC1)N 3-[(1R)-1-(2,6-dichloro-3-fluorophenyl)ethoxy]-5-[1-(piperidin-4-yl)-1H-pyrazol-4-yl]-2-aminopyridine